C(C)(C)C1CCC(CC1)N(C(C1=CC(C(=O)N)=CC(=C1)NC(=O)C1CCC(CC1)C(C)(C)C)=O)C1CCC(CC1)C(C)C N,N-di(4-isopropylcyclohexyl)-5-(4-tert-butylcyclohexylcarbonylamino)isophthalamide